BrCC(=O)C=1C(=NC=C(C1)Br)F 2-bromo-1-(5-bromo-2-fluoropyridin-3-yl)ethan-1-one